NC(C(=O)O)CC1=CN=C2N1C=CC=C2 2-amino-3-(imidazo[1,2-a]pyridin-3-yl)propanoic acid